(S)-4-(6-(5-((2,6-difluorophenyl)sulfonamido)-6-methoxypyridin-3-yl)pyrido[3,2-d]pyrimidine-4-yl)-3-methylpiperazine-1-carboxylic acid tert-butyl-trifluoroacetate C(C)(C)(C)OC(C(F)(F)F)=O.FC1=C(C(=CC=C1)F)S(=O)(=O)NC=1C=C(C=NC1OC)C=1C=CC=2N=CN=C(C2N1)N1[C@H](CN(CC1)C(=O)O)C